1,3,5-tris(3-formylphenyl)benzene C(=O)C=1C=C(C=CC1)C1=CC(=CC(=C1)C1=CC(=CC=C1)C=O)C1=CC(=CC=C1)C=O